[2-[1-(4,4-dimethylcyclohexen-1-yl) ethoxy]-2-oxo-ethyl] propionate C(CC)(=O)OCC(=O)OC(C)C1=CCC(CC1)(C)C